1,3-dipentyl-2-bromoindene C(CCCC)C1C(=C(C2=CC=CC=C12)CCCCC)Br